CN1CCC(CC1)COC1=CC=C(C=N1)CNC1=C2C=CN=C(C2=CC=C1)NC(OC(C)(C)C)=O Tert-butyl (5-(((6-((1-methylpiperidin-4-yl)methoxy)pyridin-3-yl)methyl)amino)isoquinolin-1-yl)carbamate